NC1=NC(=C(C2=CC=CC=C12)C)C=1C=C2CN(C(C2=CC1)=O)C1C(NC(CC1)=O)=O 3-[5-(1-Amino-4-methylisoquinolin-3-yl)-1-oxo-2,3-dihydro-1H-isoindol-2-yl]piperidine-2,6-dione